ClC1=C(CNC(=O)C2NC(CC2)=O)C=CC(=C1)Cl N-(2,4-dichlorobenzyl)-5-oxopyrrolidine-2-carboxamide